1-(4-bromophenyl)-3-(3-fluoro-5-(5-(3-(methylsulfonyl)phenyl)-1H-pyrazolo[3,4-b]pyridin-3-yl)phenyl)urea BrC1=CC=C(C=C1)NC(=O)NC1=CC(=CC(=C1)C1=NNC2=NC=C(C=C21)C2=CC(=CC=C2)S(=O)(=O)C)F